FC1=CC(=CC2=C1C(C=CO2)=O)F 5,7-difluorobenzopyran-4-one